P(OC1=C(C=C(C=C1)C(C)(C)CC)C(C)(C)CC)(OC1=C(C=C(C=C1)C(C)(C)CC)C(C)(C)CC)OC1=CC=C(C=C1)C(C)(C)CC bis(2,4-di-tert-pentylphenyl) (4-(tert-pentyl)phenyl) phosphite